CC=1C=CC=2N(C3=CC=C(C=C3C2C1)C)C1=CC=C(C=C1)C1=C(C(=C(C(=C1C1=CC=C(C=C1)N1C2=CC=C(C=C2C=2C=C(C=CC12)C)C)C1=CC=C(C=C1)N1C2=CC=C(C=C2C=2C=C(C=CC12)C)C)C1=NC(=CC=C1)C)C#N)C1=CC=C(C=C1)N1C2=CC=C(C=C2C=2C=C(C=CC12)C)C 4,4''-bis(3,6-dimethyl-9H-carbazol-9-yl)-5',6'-bis(4-(3,6-dimethyl-9H-carbazol-9-yl)phenyl)-4'-(6-methylpyridin-2-yl)-[1,1':2',1''-terphenyl]-3'-carbonitrile